ClC=1C=CC(=C(C1)C1=CC(=C(N=N1)C)NC1=CC(=NC=C1)NC(C=CN1CC(N(CC1)C)CO)=O)F N-(4-{[6-(5-chloro-2-fluorophenyl)-3-methylpyridazin-4-yl]amino}pyridin-2-yl)-3-[3-(hydroxymethyl)-4-methylpiperazin-1-yl]propenamide